FC=1C=C(C=CC1)[C@H]1[C@@H](CN(C1)CCOC)N1N=C(C=C1NC(=O)N)C1=C(C(=NN1C1=CC=CC=C1)C=1C=NC(=NC1)C)C 1-((3s,4r)-4-(3-fluorophenyl)-1-(2-methoxyethyl)pyrrolidin-3-yl)-3-(4-methyl-3-(2-methylpyrimidin-5-yl)-1-phenyl-pyrazol-5-yl)-pyrazol-5-yl-urea